N[C@@H]1[C@@H](OCC12CCN(CC2)C=2N(C(C1=C(N2)N(N=C1)C1OCCCC1)=O)C)C 6-((3s,4s)-4-amino-3-methyl-2-oxa-8-azaspiro[4.5]decan-8-yl)-5-methyl-1-(tetrahydro-2H-pyran-2-yl)-1,5-dihydro-4H-pyrazolo[3,4-d]pyrimidin-4-one